O1C(=CC=C1)C=C1N=C(OC1=O)C1=CC=C(C=C1)C(F)(F)F 4-(furan-2-ylmethylene)-2-(4-(trifluoromethyl)phenyl)oxazol-5(4H)-one